ClC1=C(OCC#N)C=CC(=C1)C1=CN=C2N1C=CN=C2NC2=CC(=C(C=C2)C(=O)N2CCN(CC2)C(=O)[C@H]2NC[C@@H](C2)O)C 2-(2-chloro-4-(8-((4-(4-((2S,4R)-4-hydroxypyrrolidin-2-carbonyl)piperazine-1-carbonyl)-3-methylphenyl)amino)imidazo[1,2-a]pyrazin-3-yl)phenoxy)acetonitrile